C(CCCCCCCCCCCCCCCCC)SC1=NC(=NC(=N1)SCCCCCCCCCCCCCCCCCC)NC1=CC(=C(C(=C1)C(C)(C)C)O)C(C)(C)C 4-[[4,6-bis(octadecylsulfanyl)-1,3,5-triazin-2-yl]amino]-2,6-ditert-butylphenol